methyl (S)-4-(5-amino-4-(2-(hydroxymethyl)piperidine-1-carbonyl)-2-methoxyphenoxy)butanoate trifluoroacetate salt FC(C(=O)O)(F)F.NC=1C(=CC(=C(OCCCC(=O)OC)C1)OC)C(=O)N1[C@@H](CCCC1)CO